trans-biphenyl-4-yl-(5-(2-(piperidin-4-ylmethyl-amino)cyclopropyl)indolin-1-yl)methanone C1(=CC=C(C=C1)C(=O)N1CCC2=CC(=CC=C12)[C@H]1[C@@H](C1)NCC1CCNCC1)C1=CC=CC=C1